C(C)(C)(C)OC(=O)NCCC (S)-1-((tert-butoxycarbonyl)amino)propan